5-(morpholin-4-yl)pyrazine-2-carboxylic acid N1(CCOCC1)C=1N=CC(=NC1)C(=O)O